2-acetamidoethanethiol C(C)(=O)NCCS